OCC=1C=CC(=C(C1)B(O)O)C [5-(hydroxymethyl)-2-methyl-phenyl]boronic acid